C12(CC(C1)C2)C2=CC=C1C=C(C(NC1=C2)=O)C(=O)OC2=C(C(=C(C(=C2F)F)F)F)F perfluorophenyl 7-(bicyclo[1.1.1]pentan-1-yl)-2-oxo-1,2-dihydroquinoline-3-carboxylate